CN1[C@H](CCCC1)C1=CC=2C=NC(=CC2N1COCC[Si](C)(C)C)N=C(C1=CC=CC=C1)C1=CC=CC=C1 N-[2-[(2R)-1-methylpiperidin-2-yl]-1-[[2-(trimethylsilyl)ethoxy]methyl]pyrrolo[3,2-c]pyridin-6-yl]-1,1-diphenylmethanimine